(R)-4-bromo-8-methyl-N-(1-(3-nitro-5-(trifluoromethyl)phenyl)ethyl)-[1,3]dioxolo[4,5-h]quinazolin-6-amine BrC1=CC2=C(N=C(N=C2C2=C1OCO2)C)N[C@H](C)C2=CC(=CC(=C2)C(F)(F)F)[N+](=O)[O-]